ClC=1C=C(C=CC1C#N)CC(C(=O)N)(C)O (3-chloro-4-cyanophenyl)-2-hydroxy-2-methylpropanamide